(Z)-1-(2-chlorophenyl)-N-((5-(difluoromethyl)-1H-pyrazole-3-carbonyl)oxy)cyclopropane-1-carboximidamide ClC1=C(C=CC=C1)C1(CC1)/C(/NOC(=O)C1=NNC(=C1)C(F)F)=N/[H]